1-isocyanodecane [N+](#[C-])CCCCCCCCCC